BrC1=NC(=CC(=C1)F)COCC1=CC(=C(C(=C1)[N+](=O)[O-])OC)C1=NN(C=C1)C1CC1 2-Bromo-6-(((3-(1-cyclopropyl-1H-pyrazol-3-yl)-4-methoxy-5-nitrobenzyl)oxy)methyl)-4-fluoropyridine